2-(4-bromo-6-methyl-2-pyridyl)propan-2-ol BrC1=CC(=NC(=C1)C)C(C)(C)O